S(OC=1C=CC=2[C@H]3CC[C@@]4([C@H](CC[C@H]4[C@@H]3[C@@H](CC2C1)CCCCCCCCCS(=O)CCCC(C(F)(F)F)(F)F)O)C)(=O)(=O)F (7R,8R,9S,13S,14S,17S)-17-Hydroxy-13-methyl-7-(9-((4,4,5,5,5-pentafluoropentyl)sulfinyl)nonyl)-7,8,9,11,12,13,14,15,16,17-decahydro-6H-cyclopenta[a]phenanthren-3-yl sulfurofluoridate